CCC(CC)N([C@@H](C)C(=O)[O-])[P@@](=O)(OC1=CC=CC=C1)OC[C@]1(O[C@H]([C@]([C@@H]1O)(C)F)N1C(N=C(C=C1)N)=O)F Pentan-3-yl-((S)-(((2S,3S,4R,5R)-5-(4-amino-2-oxopyrimidin-1(2H)-yl)-2,4-difluoro-3-hydroxy-4-methyltetrahydrofuran-2-yl)methoxy)(phenoxy)phosphoryl)-L-alaninat